COC1=NC=C(C(=N1)OC)C=1C=C(C=2N(N1)C(=CN2)F)[C@@H]2[C@H](C2)C2=CC=C1C(=N2)N(N=C1)CC(F)(F)F 6-((1S,2S)-2-(6-(2,4-dimethoxypyrimidin-5-yl)-3-fluoroimidazo[1,2-b]pyridazin-8-yl)cyclopropyl)-1-(2,2,2-trifluoroethyl)-1H-pyrazolo[3,4-b]pyridine